ClC1=NC(=C(C(=O)O)C=C1)NC1=C(C=CC=C1)Cl 6-chloro-2-((2-chlorophenyl)amino)nicotinic acid